2-(3-aminopyrazol-1-yl)-N-methyl-N-(2,2,2-trifluoroethyl)propanamide NC1=NN(C=C1)C(C(=O)N(CC(F)(F)F)C)C